N-cyclopropyl-2-(2-phenyl-1,2,3,4-tetrahydroquinolin-6-yl)acetamide tert-butyl-2-(4-chloro-3-methylphenyl)-3-(pyridin-4-yl)-6,7-dihydropyrazolo[1,5-a]pyrazine-5(4H)-carboxylate C(C)(C)(C)OC(=O)N1CC=2N(CC1)N=C(C2C2=CC=NC=C2)C2=CC(=C(C=C2)Cl)C.C2(CC2)NC(CC=2C=C1CCC(NC1=CC2)C2=CC=CC=C2)=O